ClC=1C=C(C=C(C1)Cl)NC(=O)NC1=C(C=CC(=C1)Br)CO 1-(3,5-dichlorophenyl)-3-(5-bromo-2-hydroxymethylphenyl)urea